N-[2-(1-benzylpiperidin-4-yl)ethyl]-1-phenylpiperidine-4-carboxamide C(C1=CC=CC=C1)N1CCC(CC1)CCNC(=O)C1CCN(CC1)C1=CC=CC=C1